Dimethyl 2-amino-4-(7-cyanobenzo[b]thiophen-3-yl)-6-cyclopropyl-1,4-dihydropyridine-3,5-dicarboxylate NC=1NC(=C(C(C1C(=O)OC)C=1C2=C(SC1)C(=CC=C2)C#N)C(=O)OC)C2CC2